C1=C(C=CC2=CC(=CC=C12)C(=O)[O-])C(=O)[O-].[K+].[K+] dipotassium 2,6-naphthalenedicarboxylic acid salt